NC1=NC(=C(C=C1C=1C=C2CC(NC(C2=CC1)=O)CN(C(OC(C)(C)C)=O)C)Br)F tert-butyl ((6-(2-amino-5-bromo-6-fluoropyridin-3-yl)-1-oxo-1,2,3,4-tetrahydroisoquinolin-3-yl)methyl)(methyl)carbamate